2-acetoxy-1,3-propanesultone CC(=O)OC1COS(=O)(=O)C1